N,N-di-tert-butylethanolamine C(C)(C)(C)N(CCO)C(C)(C)C